(R)-(1-Aminoprop-2-yl)carbamic acid tert-butyl ester C(C)(C)(C)OC(N[C@@H](CN)C)=O